7-bromo-3-chloro-1-methyl-1H-pyrrolo[3,2-c]pyridine BrC=1C2=C(C=NC1)C(=CN2C)Cl